O[C@@H]1C[C@H](N(C1)C(CC1=CC(=NO1)C)=O)C(=O)NCC1=CC2=C(NC(N2)=O)C=C1 (2S,4R)-4-hydroxy-1-(2-(3-methylisoxazol-5-yl)acetyl)-N-((2-oxo-2,3-dihydro-1H-benzo[d]imidazol-5-yl)methyl)pyrrolidine-2-carboxamide